S1C(=NC=C1)S(=O)(=O)Cl 1,3-thiazole-2-sulfonyl chloride